ethynyl-6-fluoronaphthalen-2-ol trifluoroacetate FC(C(=O)O)(F)F.C(#C)C1=C(C=CC2=CC(=CC=C12)F)O